(4-methylpiperazin-1-yl)(4-((4-(3-phenylisooxazolidin-2-yl)-5-(trifluoromethyl)pyrimidin-2-yl)amino)phenyl)methanone CN1CCN(CC1)C(=O)C1=CC=C(C=C1)NC1=NC=C(C(=N1)N1OCCC1C1=CC=CC=C1)C(F)(F)F